CC=1C(=NC(=CC1)NC1=NC=CC(=C1)OC(F)(F)F)C=O (3-Methyl-6-((4-(trifluoromethoxy)pyridin-2-yl)amino)pyridin-2-yl)methanone